O-ethyl N-((3-fluoro-6-methyl-5-bromopyridin-2-yl)carbamothioyl)carbamate FC=1C(=NC(=C(C1)Br)C)NC(=S)NC(OCC)=O